[1-(1-methylcyclopropyl)-1H-imidazol-4-yl][(1R,5S,6r)-6-(4-oxa-5-azaspiro[2.4]hept-5-en-6-yl)-3-azabicyclo[3.1.0]hex-3-yl]methanone CC1(CC1)N1C=NC(=C1)C(=O)N1C[C@H]2C([C@H]2C1)C1=NOC2(CC2)C1